FC1=C(C(=O)O)C=CC=C1N(C(C1=CC=CC=C1)=O)CC1CC1 2-fluoro-3-[N-(cyclopropylmethyl)benzamido]benzoic acid